ClC1=CC2=C(N=C(O2)OC2=CC=C(O[C@@H](C(=O)N(C)C3=C(C=CC=C3)F)C)C=C2)C=C1 (2R)-2-{4-[(6-chloro-1,3-benzoxazol-2-yl)oxy]phenoxy}-N-(2-fluorophenyl)-N-methylpropanamide